4-[2-([isopropyl[(1r,3r)-3-[3-fluoro-4-(methoxycarbonyl)phenoxy]cyclobutyl]amino]methyl)morpholin-4-yl]benzoic acid C(C)(C)N(C1CC(C1)OC1=CC(=C(C=C1)C(=O)OC)F)CC1CN(CCO1)C1=CC=C(C(=O)O)C=C1